OC=1C=C2CCC(=CC2=CC1)C=O 6-hydroxy-3,4-dihydro-2-naphthalenecarbaldehyde